(4-cyanophenyl)-2-(6-phenylimidazo[1,5-a]pyridin-5-yl)propionamide C(#N)C1=CC=C(C=C1)C(C(=O)N)(C)C1=C(C=CC=2N1C=NC2)C2=CC=CC=C2